Neodymium (2-ethyl-2-hexyl-octanoic acid) C(C)C(C(=O)O)(CCCCCC)CCCCCC.[Nd]